ClC1=CC=C(C=C1)NC(=O)C1=NC(=NC(=C1O)O)C1=CC=CC=C1 (4-Chlorophenyl)-5,6-dihydroxy-2-phenylpyrimidine-4-carboxamide